N-(6-amino-5-ethyl-3-pyridyl)-2-oxo-2-[Rac-(2R,5S)-5-methyl-2-[4-[Rac-(3aR,7aR)-5-methyl-3,3a,4,6,7,7a-Hexahydro-1H-pyrrolo[3,4-c]pyridin-2-Yl]phenyl]-1-piperidyl]acetamide NC1=C(C=C(C=N1)NC(C(N1[C@H](CC[C@@H](C1)C)C1=CC=C(C=C1)N1C[C@H]2CN(CC[C@H]2C1)C)=O)=O)CC |r|